COC1=C(CNC=2C=3N(C4=C(N2)C=NC(=C4)C(=O)O)C=NC3)C=CC(=C1)OC 4-((2,4-dimethoxybenzyl)amino)imidazo[1,5-a]pyrido[3,4-e]pyrazine-8-carboxylic acid